3-[1-(oxetan-2-yl)indazol-6-yl]prop-2-enamide O1C(CC1)N1N=CC2=CC=C(C=C12)C=CC(=O)N